C1(CC1)S(=O)(=O)N1N=CC(=C1)B1OC(C(O1)(C)C)(C)C 1-(cyclopropanesulfonyl)-4-(4,4,5,5-tetramethyl-1,3,2-dioxaborolan-2-yl)pyrazole